FC(C(=O)O)(F)F.FC(C(=O)O)(F)F.S1C2=C(C=C1[C@@H]1C[C@@H](NCC1)C(=O)N[C@H](C(=O)NCC1=CC=C(C=C1)C(N)=N)C)C=CC=C2 (2R,4S)-4-(benzo[b]thiophen-2-yl)-N-((S)-1-((4-carbamimidoylbenzyl)amino)-1-oxopropan-2-yl)piperidine-2-carboxamide bistrifluoroacetate